(S)-4-(1-methyl-1H-imidazol-5-yl)-N-(1-phenylpyrrolidin-3-yl)pyrimidine-2-carboxamide CN1C=NC=C1C1=NC(=NC=C1)C(=O)N[C@@H]1CN(CC1)C1=CC=CC=C1